ClC1=NC=2N(C3=CC=CC=C13)N=CC2 5-chloropyrazolo[1,5-a]quinazoline